C(N)(=N)NC=O guanylformamide